(R)-methylpyrrolidine CN1CCCC1